OC(C(=O)SCCNC(CCNC([C@@H](C(COP(OP(OC[C@@H]1[C@H]([C@H]([C@@H](O1)N1C=NC=2C(N)=NC=NC12)O)OP(=O)(O)O)(=O)O)(=O)O)(C)C)O)=O)=O)CCC 2-Hydroxypentanoyl-CoA